FC1=C(C=C(C=C1)OC)C1=CC=C(C=C1)C=1N=NN(C1)C=1C=C(C(=O)O)C=CC1 3-(4-(2'-fluoro-5'-methoxy-[1,1'-biphenyl]-4-yl)-1H-1,2,3-triazol-1-yl)benzoic acid